1-((5-(((6-(2-chloro-5-fluorophenyl)pyridazin-3-yl)amino)methyl)-3,4-dihydroisoquinolin-2(1H)-yl)methyl)cyclohexan-1-ol ClC1=C(C=C(C=C1)F)C1=CC=C(N=N1)NCC1=C2CCN(CC2=CC=C1)CC1(CCCCC1)O